ClC=1C=C(C=CC1F)[C@H]1N(C[C@@H](CC1)C)C(C(=O)NC=1C=C(C(=NC1)NC(OC(C)(C)C)=O)C)=O |o1:8,11| rel-tert-butyl N-[5-[[2-[(2S,5R)-2-(3-chloro-4-fluoro-phenyl)-5-methyl-1-piperidyl]-2-oxo-acetyl]amino]-3-methyl-2-pyridyl]carbamate